CN1C(N(C2=C1C(=CC=C2)CN(CCCCCCNC2CC1(C2)CCC1)C)C1C(NC(CC1)=O)=O)=O 3-(3-methyl-4-((methyl(6-(spiro[3.3]heptan-2-ylamino)hexyl)amino)methyl)-2-oxo-2,3-dihydro-1H-benzo[d]imidazol-1-yl)piperidine-2,6-dione